2'-chloro-3'-fluoro-N-(5-(((1r,4r)-4-hydroxy-4-methylcyclohexyl)oxy)-1,3,4-thiadiazol-2-yl)-5'-methoxy-6-methyl-(4,4'-bipyridine)-3-carboxamide ClC1=NC=C(C(=C1F)C1=C(C=NC(=C1)C)C(=O)NC=1SC(=NN1)OC1CCC(CC1)(C)O)OC